NC1=C(SC=2N=C(SC21)C)C(=O)NC2CC=1C=C(C(=NC1CC2)N2CC(C(C2)OC(C)C)N)F 6-amino-N-{2-[3-amino-4-(propan-2-yloxy)pyrrolidin-1-yl]-3-fluoro-5,6,7,8-tetrahydroquinolin-6-yl}-2-methylthieno[2,3-d][1,3]thiazole-5-carboxamide